OC(CO)C1=C(C=C(C=2N=COC21)C2=CC=C(C=C2)C(F)(F)F)CNC(OC(C)(C)C)=O tert-butyl ((7-(1,2-dihydroxyethyl)-4-(4-(trifluoromethyl)phenyl)benzo[d]oxazol-6-yl)methyl)carbamate